1-(5-bromo-1-((3-(pentyloxy)phenyl)sulfonyl)-1H-pyrrol-3-yl)-N-methyl-methylamine BrC1=CC(=CN1S(=O)(=O)C1=CC(=CC=C1)OCCCCC)CNC